NC1=CC(=NC=C1Cl)N[C@H](CO)C (S)-2-((4-amino-5-chloropyridin-2-yl)amino)propan-1-ol